C(C)(=O)NC1=NC=CC(=C1)CN1CCN(CC1)C=1C=CC(=NC1)C(=O)NC 5-(4-((2-acetamidopyridin-4-yl)methyl)piperazin-1-yl)-N-methylpicolinamide